NC1=NC=2C3=C(C(CC2C=N1)(C)C)C(=NN3)C(=O)NC3=CC=C(C=C3)C(=O)N3CCC(CC3)N3CCC(CC3)(F)F 8-amino-N-{4-[(4,4-difluoro-1,4'-bipiperidin-1'-yl)carbonyl]phenyl}-4,4-dimethyl-4,5-dihydro-1H-pyrazolo[4,3-H]quinazoline-3-carboxamide